4-(4-((1S,7R)-2-oxa-6-azabicyclo[5.1.0]octan-6-yl)-8-fluoro-2-(((S)-1-methyl-pyrrolidin-2-yl)methoxy)pyrido[4,3-d]pyrimidin-7-yl)-5-ethynyl-6-fluoronaphthalen-2-ol [C@H]12OCCCN([C@@H]2C1)C=1C2=C(N=C(N1)OC[C@H]1N(CCC1)C)C(=C(N=C2)C2=CC(=CC1=CC=C(C(=C21)C#C)F)O)F